1,2-ethanediylbis-L-Aspartic acid C(CN[C@@H](CC(=O)O)C(=O)O)N[C@@H](CC(=O)O)C(=O)O